Benzyl (S)-3-((6-(4-((tert-butoxycarbonyl)amino)-2,3-difluoro-6-methylphenyl)quinazolin-2-yl)amino)piperidine-1-carboxylate C(C)(C)(C)OC(=O)NC1=C(C(=C(C(=C1)C)C=1C=C2C=NC(=NC2=CC1)N[C@@H]1CN(CCC1)C(=O)OCC1=CC=CC=C1)F)F